Cl.CC=1N=CC(=NC1)C=1C=CC=C2C(=NC=NC12)N[C@H](CN1CCNCC1)C 8-(5-methylpyrazin-2-yl)-N-[(2S)-1-piperazin-1-ylprop-2-yl]quinazolin-4-amine hydrochloride